S1C(=CC=C1)C=NN thiopheneformaldehyde hydrazone